C(C)OC(C(F)(F)F)(C(F)(F)F)[C@]1(CN(CC1)CC=1C=NC=CC1)CCC1=CC=C(C#N)C=C1 (R)-4-(2-(3-(2-ethoxy-1,1,1,3,3,3-hexafluoropropan-2-yl)-1-(pyridin-3-ylmethyl)pyrrolidin-3-yl)ethyl)benzonitrile